((2-(((3S,6S,9R,10aR)-3-((3R,4S)-3-cyano-4-phenylpyrrolidine-1-carbonyl)-5-oxo-9-propyldeca-hydropyrrolo[1,2-a]azocin-6-yl)carbamoyl)benzo[b]thiophen-5-yl)fluoromethyl)phosphonic acid C(#N)[C@H]1CN(C[C@@H]1C1=CC=CC=C1)C(=O)[C@@H]1CC[C@H]2N1C([C@H](CC[C@H](C2)CCC)NC(=O)C2=CC1=C(S2)C=CC(=C1)C(F)P(O)(O)=O)=O